bromopyrrolecarbonitrile BrC1=C(NC=C1)C#N